C(CCCCCCC\C=C/C\C=C/C\C=C/CC)O (9Z,12Z,15Z)-octadeca-9,12,15-trien-1-ol